1-ISOCYANOINDANE [N+](#[C-])C1CCC2=CC=CC=C12